FC1=C(C=C(C(=C1)C#CC(CCC)C)F)N=C=S 2,5-difluoro-1-isothiocyanato-4-((4-n-pentyl)ethynyl)benzene